(1R,3R)-1-((R)-1,1-dimethylethylsulfinylamino)-3-fluoro-8-azaspiro[4.5]decane-8-carboxylic acid tert-butyl ester C(C)(C)(C)OC(=O)N1CCC2(C[C@H](C[C@H]2N[S@](=O)C(C)(C)C)F)CC1